methylene-3-(3,5-di-tert-butyl-4-hydroxyphenyl)-propionate C=C(C(=O)[O-])CC1=CC(=C(C(=C1)C(C)(C)C)O)C(C)(C)C